ClC1=NC(=CC=C1)N1N=CC(=C1)C(F)(F)F 2-Chloro-6-(4-(trifluoromethyl)-1H-pyrazol-1-yl)pyridine